(R)-3-(3-(difluoromethoxy)phenyl)-N-((S)-1-hydroxypropan-2-yl)-1-isopropyl-4,5,6,7-tetrahydro-1H-indazole-6-carboxamide FC(OC=1C=C(C=CC1)C1=NN(C=2C[C@@H](CCC12)C(=O)N[C@H](CO)C)C(C)C)F